1-(2-norbornyl)isoquinoline C12C(CC(CC1)C2)C2=NC=CC1=CC=CC=C21